C(CCCC)OC1C(CCCC1)CN (2-pentoxycyclohexane-1-yl)methylamine